OC[C@H](C(=O)OC)NC(C1=CC=CC=C1)(C1=CC=CC=C1)C1=CC=CC=C1 methyl (2R)-3-hydroxy-2-(tritylamino)propanoate